FC=1C=C(C=C(C1)I)N(C1CCS(CC1)(=O)=O)C 4-((3-fluoro-5-iodophenyl)(methyl)amino)tetrahydro-2H-thiopyran 1,1-dioxide